CC=1C(=NC=C(C1)C)OCC(C(=O)O)(C)C 3-((3,5-dimethylpyridin-2-yl)oxy)-2,2-dimethylpropionic acid